ClC=1C=C(N)C=C(C1C)CN(C)C 3-chloro-5-((dimethylamino)methyl)-4-methylaniline